NC=1NC=C2C1[C@@H](N(CC2)C(=O)OC(C)(C)C)C tert-butyl (S)-3-amino-4-methyl-2,4,6,7-tetrahydro-5H-pyrrolo[3,4-c]pyridine-5-carboxylate